ClC=1N=C(C2=C(N1)C(=C(N=C2)Cl)F)N2C[C@H]1CC[C@@H](C2)N1C(=O)OC(C)(C)C tert-butyl (1R,5S)-3-(2,7-dichloro-8-fluoropyrido[4,3-d]pyrimidin-4-yl)-3,8-diazabicyclo-[3.2.1]octane-8-carboxylate